3-(methylsulfonyl)-7-oxa-3-azabicyclo[4.1.0]heptane CS(=O)(=O)N1CC2OC2CC1